3,5-dibromobenzyl alcohol BrC=1C=C(CO)C=C(C1)Br